CC1(OC2(CCN(CC2)C=2OC3(C(N2)=O)CC2=CC=CC(=C2C3)OC)C=3C1=NC=CC3)C 2'-(7,7-dimethyl-1'H,7H-spiro[furo[3,4-b]pyridine-5,4'-piperidin]-1'-yl)-4-methoxy-1,3-dihydro-4'H-spiro[indene-2,5'-[1,3]oxazol]-4'-one